rac-(1S,9R)-7-oxa-3,4,11-triazatricyclo[7.3.0.02,6]dodeca-2(6),4-diene [C@@H]12C=3NN=CC3OC[C@H]2CNC1 |r|